tert-butyl 2-((1-(3-(2,6-dioxopiperidin-3-yl)-1-methyl-1H-indazol-6-yl) piperidin-4-yl) methyl)-2,7-diazaspiro[3.5]nonane-7-carboxylate O=C1NC(CCC1C1=NN(C2=CC(=CC=C12)N1CCC(CC1)CN1CC2(C1)CCN(CC2)C(=O)OC(C)(C)C)C)=O